[Si](C1=CC=CC=C1)(C1=CC=CC=C1)(C(C)(C)C)OCC1CC(C1)N1N=C2C=C(C(=CC2=C1)[N+](=O)[O-])C=O 2-[3-[[Tert-butyl(diphenyl)silyl]oxymethyl]cyclobutyl]-5-nitro-indazole-6-carbaldehyde